(dimethylamino)-1-(4-hydroxy-[1,1'-biphenyl]-3-yl)prop-2-en-1-one CN(C)C(C(=O)C=1C=C(C=CC1O)C1=CC=CC=C1)=C